(2R,3R)-2-(2,4-difluorophenyl)-3-((1-(pyridin-4-yl)ethyl)disulfanyl)-1-(1H-1,2,4-triazol-1-yl)butan-2-ol FC1=C(C=CC(=C1)F)[C@@](CN1N=CN=C1)([C@@H](C)SSC(C)C1=CC=NC=C1)O